10-methyl-5,6,9,10-tetrahydro-4H-isoxazolo[3,4-c]pyrido[4',3':3,4]pyrazolo[1,5-a]azepine CC1CC2=NN3C(C=4C(CCC3)=CON4)=C2C=N1